C1(=C2N(C=N1)CCC2)[C@H](C(=O)NC=2SC=CN2)N2C(C1=CC(=CC(=C1C2)C(F)(F)F)C2=CC=C(C=C2)C2CCN(CC2)CC)=O |r| (2RS)-2-(6,7-dihydro-5H-pyrrolo[1,2-c]imidazol-1-yl)-2-[6-[4-(1-ethyl-4-piperidinyl)phenyl]-1-oxo-4-(trifluoromethyl)isoindolin-2-yl]-N-thiazol-2-yl-acetamide